thiazol-2-ylmethanethiol S1C(=NC=C1)CS